tetraphenylfluorene C1(=CC=CC=C1)C1=C(C(=C(C=2CC3=CC=CC=C3C12)C1=CC=CC=C1)C1=CC=CC=C1)C1=CC=CC=C1